methyl (S)-5-bromo-4-(((2-oxoazepan-3-yl)amino)methyl)thiophene-3-carboxylate BrC1=C(C(=CS1)C(=O)OC)CN[C@@H]1C(NCCCC1)=O